BrC1=CC=C2C=3C=CC(=CC3C(C2=C1)(C1=CC=CC=C1)C1=CC=CC=C1)C#N 7-bromo-9,9-diphenyl-9H-fluorene-2-carbonitrile